FC1(CC(C1)(CC1=NN=CN1C)C=1C=C(C=CC1)N1C(C2=CC(=CC(=C2C1)C(F)(F)F)CN1[C@H](CN(CC1)C)C(C)C)=O)F (S)-2-(3-(3,3-difluoro-1-((4-methyl-4H-1,2,4-triazol-3-yl)methyl)cyclobutyl)phenyl)-6-((2-isopropyl-4-methylpiperazin-1-yl)methyl)-4-(trifluoromethyl)isoindolin-1-one